C(C)(=O)C=1NC2=CC=C(C=C2C1C=1N=NN(C1)CC1CCN(CC1)CCNS(=O)(=O)C1=CC=C(C=C1)C1=C(C=C(C=C1)F)Cl)F N-(2-(4-((4-(2-acetyl-5-fluoro-1H-indol-3-yl)-1H-1,2,3-triazol-1-yl)methyl)piperidin-1-yl)ethyl)-2'-chloro-4'-fluoro-[1,1'-biphenyl]-4-sulfonamide